N1=CC=C(C=C1)C1=CN(C2=CN=CC=C21)C2CCN(CC2)C2CC(C2)C(=O)O 3-(4-(3-(pyridin-4-yl)-1H-pyrrolo[2,3-c]pyridin-1-yl)piperidin-1-yl)cyclobutane-1-carboxylic acid